nitrilotris(methylene) triphosphonate P1(=O)OCN2COP(OP(O1)(=O)OC2)=O